C(C(=C)C)(=O)OCC(COC(C)OCC(COC(C(=C)C)=O)O)O Bis(3-methacryloyloxy-2-hydroxypropoxy)ethane